C1(CCCCC1)[NH+]1CN(CC1)C1CCCCC1 1,3-dicyclohexyl-imidazolinium